2-((5-fluoro-2-hydroxypyridin-3-yl)methyl)isoindoline-1,3-dione FC=1C=C(C(=NC1)O)CN1C(C2=CC=CC=C2C1=O)=O